NC1=C(OC=2C(C3=CC=CC=C3C(C2Cl)=O)=O)C=CC=C1 2-(2-aminophenoxy)-3-chloronaphthalene-1,4-dione